N-[(1S,2S)-2-Hydroxycyclohexyl]-4-[4-(3-methoxypyridin-4-yl)-benzyl]-pyrrolo[1,2-b]pyridazine-2-carboxamide O[C@@H]1[C@H](CCCC1)NC(=O)C=1C=C(C=2N(N1)C=CC2)CC2=CC=C(C=C2)C2=C(C=NC=C2)OC